C1(=CC=CC=C1)N(C1=CC=C(CC=2C(C3=CC(=CC=C3C2)[N+](=O)[O-])=O)C=C1)C1=CC=CC=C1 (E)-2-(4-(diphenylamino)benzyl)-6-nitro-1-indenone